2,3,4,5,6-pentafluorobenzophenone FC1=C(C(=O)C2=CC=CC=C2)C(=C(C(=C1F)F)F)F